4-((4-(5-(2-chloro-4-fluorophenoxy)-2,2-dimethylpentanoyl)piperazin-1-yl)sulfonyl)benzoic acid ClC1=C(OCCCC(C(=O)N2CCN(CC2)S(=O)(=O)C2=CC=C(C(=O)O)C=C2)(C)C)C=CC(=C1)F